2-((4-(((1-methyl-1H-imidazol-2-yl)amino)methyl)-1H-benzo[d]imidazol-2-yl)amino)-2-(3-(trifluoromethyl)phenyl)propan-1-ol CN1C(=NC=C1)NCC1=CC=CC=2NC(=NC21)NC(CO)(C)C2=CC(=CC=C2)C(F)(F)F